methyl 8-(4-(((S)-1-(((S)-1-((4-(hydroxymethyl) phenyl) amino)-1-oxo-5-ureidopentyl-2-yl) amino)-3-methyl-1-oxobutyl-2-yl) amino)-4-oxobutanoyl)-8-azabicyclo[3.2.1]octane-3-carboxylate OCC1=CC=C(C=C1)NC(C(CCCNC(=O)N)=NC(C(C(C)C)=NC(CCC(=O)N1C2CC(CC1CC2)C(=O)OC)=O)=O)=O